BrC1=C(C=CC2=C1C(=N[C@H](C(N2)=S)C)C2=C(C=CC=C2F)F)Cl (3S)-6-bromo-7-chloro-5-(2,6-difluorophenyl)-3-methyl-1,3-dihydro-1,4-benzodiazepine-2-thione